BrCC=1C=C(CN2CCN(CC2)C(=O)C2=CC(=C(C=C2)NC2=NC=C(C(=N2)NC)Cl)OC)C=CC1 (4-(3-(bromomethyl)benzyl)piperazin-1-yl)(4-((5-chloro-4-(methylamino)pyrimidin-2-yl)amino)-3-methoxyphenyl)methanone